C1=C(C=CC2=CC=CC=C12)C(=O)C12C(=C(C(C1)C2)C2=CC=CC=C2)N(S(=O)(=O)C)C2CCC2 N-(1-(2-naphthoyl)-3-phenylbicyclo[2.1.1]hex-2-en-2-yl)-N-cyclobutyl-methanesulfonamide